N-(cis-3-ethoxycyclobutyl)-5-(quinolin-6-yl)pyrrolo[2,1-f][1,2,4]triazin-2-amine C(C)O[C@H]1C[C@H](C1)NC1=NN2C(C=N1)=C(C=C2)C=2C=C1C=CC=NC1=CC2